4-((6-((4-cyano-2-fluorobenzylthio)methyl)pyridin-2-yl)oxy)piperidin C(#N)C1=CC(=C(CSCC2=CC=CC(=N2)OC2CCNCC2)C=C1)F